ClC1=C(C=C(C=C1)F)C1NC(C=2N(N=C(C21)NC(C)=O)C)=O N-(4-(2-chloro-5-fluorophenyl)-1-methyl-6-oxo-1,4,5,6-tetrahydropyrrolo[3,4-c]pyrazole-3-yl)acetamide